S1C(=NC2=C1C=CC=C2)C=2C(OC1=CC(=CC=C1C2)N(CC)CC)=O 3-(2-benzothiazolyl)-7-(diethylamino)coumarin